1-(3,5-difluorophenyl)ethane-1-one FC=1C=C(C=C(C1)F)C(C)=O